4-Bromo-2-(6-azaspiro[2.5]octane-6-yl)benzoic acid BrC1=CC(=C(C(=O)O)C=C1)N1CCC2(CC2)CC1